stearyl (3,5-di-t-butyl-4-hydroxyphenyl)-propionate C(C)(C)(C)C=1C=C(C=C(C1O)C(C)(C)C)C(C(=O)OCCCCCCCCCCCCCCCCCC)C